lithium bis(fluorosulfonyl)amide salt FS(=O)(=O)[N-]S(=O)(=O)F.[Li+]